N-(2-Chloropyrimidin-4-yl)-N-(methylsulfonyl)methanesulfonamide ClC1=NC=CC(=N1)N(S(=O)(=O)C)S(=O)(=O)C